CN1N=CC=C1C(=O)NC(C)C1=CC=C(C=C1)NC(OCC1=CC=C(C=C1)Cl)=O 4-chlorobenzyl (4-(1-(1-methyl-1H-pyrazole-5-carboxamido)ethyl)phenyl)carbamate